C(C1CO1)OC1=CC=C(C=C1)C(C)(C)C1=CC=C(C=C1)OCC1CO1 2,2-bis(p-(2,3-epoxypropoxy)phenyl)propane